BrC=1C2=CC(=CC=C2C=C2C=CC(=CC12)C(C)(C)C)C(C)(C)C 9-bromo-2,7-di-tert-butylanthracene